O=C1NC2C(N1)CSC2CCCC(=O)O 4-(2-oxo-hexahydro-thieno[3,4-d]imidazol-4-yl)-butyric acid